2-[3-(methyldimethoxysilyl)propyl]-1,1,3,3-tetramethylguanidine C[Si](CCCN=C(N(C)C)N(C)C)(OC)OC